COC1=CC=C(CN2CC(OCC2=O)C(=O)O)C=C1 4-(4-Methoxybenzyl)-5-oxomorpholine-2-carboxylic acid